2-(((1S,2S,3S,4R)-2,3-dihydroxy-4-(4-methyl-7H-pyrrolo[2,3-d]pyrimidin-7-yl)cyclopentyl)oxy)-5-fluorobenzonitrile O[C@@H]1[C@H](C[C@H]([C@@H]1O)N1C=CC2=C1N=CN=C2C)OC2=C(C#N)C=C(C=C2)F